C(C)OC(CC1CCNCC1)=O.C(C1=CC=CC=C1)NC(CC1=NC=C(C=C1)C1=C(C=C(C=C1)OCCC(C)(C)O)Cl)=O N-benzyl-2-(5-(2-chloro-4-(3-hydroxy-3-methylbutoxy)phenyl)pyridin-2-yl)acetamide Ethyl-(4-piperidyl)acetate